10-bromo-1-(3,4-dimethoxyphenyl)decan-1-one BrCCCCCCCCCC(=O)C1=CC(=C(C=C1)OC)OC